(E)-N-fluorenylmethoxycarbonyl-O-tert-butyl-L-tyrosine C1(=CC=CC=2C3=CC=CC=C3CC12)COC(=O)N[C@@H](CC1=CC=C(C=C1)OC(C)(C)C)C(=O)O